ClC=1C=C(C=C(C1CCO)C#N)C(C)(C)C1=CC=C(OCC2=NC(=NC=C2)NS(=O)(=O)C)C=C1 N-[4-[[4-[1-[3-chloro-5-cyano-4-(2-hydroxyethyl)phenyl]-1-methyl-ethyl]phenoxy]methyl]pyrimidin-2-yl]methanesulfonamide